N-[rel-(2S,3R)-3-hydroxybutan-2-yl]-4-methylbenzene-1-sulfonamide O[C@@H]([C@H](C)NS(=O)(=O)C1=CC=C(C=C1)C)C |o1:1,2|